ClC1OC2=C(OC1)C=CC=C2N2CC(NCC2)Cl 3-Chloro-5-(3-chloropiperazin-1-yl)-2,3-dihydro-1,4-benzodioxine